BrC1=CC(=CC=2N(N=NC21)C/C(=C/CNC(OC(C)(C)C)=O)/F)C(=O)N2CCCC2 tert-butyl N-[(Z)-4-[4-bromo-6-(pyrrolidin-1-carbonyl)benzotriazol-1-yl]-3-fluoro-but-2-enyl]carbamate